N-(3-((dimethylamino)methyl)phenyl)-1-methyl-9-(1-methyl-1H-pyrazol-4-yl)-6,7-dihydro-5H-benzo[c][1,2,3]triazolo[1,5-a]azepin-7-amine CN(C)CC=1C=C(C=CC1)NC1C2=C(C=3N(CC1)N=NC3C)C=CC(=C2)C=2C=NN(C2)C